ethyl 5-(((2-hydroxyethyl)amino)methyl)thiazole-2-carboxylate OCCNCC1=CN=C(S1)C(=O)OCC